CC(C(=O)O)=C.C(C(=C)C)(=O)OCCCC butyl methacrylate (methyl acrylate)